dimethyldiaminodiphenyl-ethane CC(C(C1=CC=CC=C1)(C1=CC=CC=C1)N)(N)C